C(C)OC(C[C@@H](C=1C=C(C(=CC1)OC)C1=CC(=CC=C1)OC(F)(F)F)N)=O (S)-3-amino-3-(6-methoxy-3'-(trifluoromethoxy)biphenyl-3-yl)propionic acid ethyl ester